1-benzyl-5-phenyl-6-(propyl-thio)-3,5-dihydroimidazo[4,5-c][1,2]thiazin-4(1H)-one 2,2-dioxide C(C1=CC=CC=C1)N1S(CC(C2=C1N=C(N2C2=CC=CC=C2)SCCC)=O)(=O)=O